1-(4-fluorophenoxy)-2,4-dimethylpent-4-en-2-amine FC1=CC=C(OCC(CC(=C)C)(N)C)C=C1